(R)-4-(4-fluoro-3-(3-((pyridin-3-ylmethyl)amino)pyrrolidine-1-carbonyl)benzyl)phthalazin-1(2H)-one FC1=C(C=C(CC2=NNC(C3=CC=CC=C23)=O)C=C1)C(=O)N1C[C@@H](CC1)NCC=1C=NC=CC1